C1(CC1)NS(=O)(=O)C=1C=C(C=2N(C1)C(=NN2)C=2SC(=NN2)C(F)(F)F)N2CCN(CC2)C(C(C)C)=O N-cyclopropyl-8-(4-isobutyrylpiperazin-1-yl)-3-(5-(trifluoromethyl)-1,3,4-thiadiazol-2-yl)-[1,2,4]triazolo[4,3-a]pyridine-6-sulfonamide